O=C1C(C(C2=CC=CC=C12)=O)C=1C=CC(=C(C#N)C1)F 5-(2,3-dihydro-1,3-dioxo-1H-indene-2-yl)-2-fluorobenzonitrile